Benzen-1,2-diol C=1(C(=CC=CC1)O)O